ClC1=CC(=C(C=C1)C1(OC2=C(O1)C=CC=C2C2CCN(CC2)CC2=NC1=C(N2CC=2N=COC2)C=C(C=C1)C(=O)O)C)F 2-({4-[2-(4-chloro-2-fluorophenyl)-2-methyl-1,3-benzodioxol-4-yl]piperidin-1-yl}methyl)-1-(1,3-oxazol-4-ylmethyl)-1H-benzimidazole-6-carboxylic acid